N-(2-(2,3-dimethyl-phenyl)propan-2-yl)-2-(1-methylpyrrolidin-2-yl)acetamide CC1=C(C=CC=C1C)C(C)(C)NC(CC1N(CCC1)C)=O